COC1C(C2=CC=CC=C2C1)=O methoxy-2,3-dihydro-1H-inden-1-one